C(C=1C(O)=CC=CC1)=O.C(C=1C(O)=CC=CC1)=O.[Co+2] cobalt (II) disalicylaldehyde